[3-(tert-butoxycarbonylamino)-5-methylsulfonyloxy-pentyl] methanesulfonate CS(=O)(=O)OCCC(CCOS(=O)(=O)C)NC(=O)OC(C)(C)C